C(C)(C)OC1=CC=2N(C=C1C(=O)NC=1C=NN3C1N=CC=C3)C=CN2 7-isopropoxy-N-pyrazolo[1,5-a]pyrimidin-3-yl-imidazo[1,2-a]pyridine-6-carboxamide